4-chloro-6-(3-cyclopropylpiperazin-1-yl)-2-(7-fluoro-2-methylindazol-5-yl)-1,8-naphthyridine ClC1=CC(=NC2=NC=C(C=C12)N1CC(NCC1)C1CC1)C1=CC2=CN(N=C2C(=C1)F)C